3-(6-(1-(((S)-3,3-dimethylpiperidin-4-yl)methyl)piperidin-4-yl)-1-methyl-1H-indazol-3-yl)piperidine-2,6-dione CC1(CNCC[C@@H]1CN1CCC(CC1)C1=CC=C2C(=NN(C2=C1)C)C1C(NC(CC1)=O)=O)C